BrC1=NC(=CC(=C1)CNCC1CC1)C (2-Bromo-6-methylpyridin-4-yl)-N-(cyclopropylmethyl)-methanamine